N-(3-(7-methyl-2-((4-(4-methylpiperazin-1-yl)phenyl)amino)quinazolin-8-yl)phenyl)acrylamide CC1=CC=C2C=NC(=NC2=C1C=1C=C(C=CC1)NC(C=C)=O)NC1=CC=C(C=C1)N1CCN(CC1)C